COC=1C=C2C(NN(C2=C2C1C=CC=C2)C2=CC=CC=C2)=O 5-Methoxy-1-phenyl-1H-benzo[g]indazol-3(2H)-one